8-Amino-7-(7-fluoro-1H-indazol-4-yl)-5-methyl-10H-pyrido[3,2-h]quinazolin-9-one NC1=C(C2=CC(=C3C=NC=NC3=C2NC1=O)C)C1=C2C=NNC2=C(C=C1)F